O1C(C=CC1)C(=O)O 2,5-DIHYDRO-FURAN-2-CARBOXYLIC ACID